3-mercapto-hexanoic acid SC(CC(=O)O)CCC